2-((3-Methoxyphenoxy)methyl)-3-methylpyridine COC=1C=C(OCC2=NC=CC=C2C)C=CC1